CC1=NC(=NC(=C1)NC)NC=1C=C(C2=C(OCO2)C1)OC(=O)N1CCCC=CC1 6-[[4-methyl-6-(methylamino)pyrimidin-2-yl]amino]-1,3-benzodioxol-4-yl-2,3,4,7-tetrahydroazepine-1-carboxylate